12-methyltridecenal CC(CCCCCCCCC=CC=O)C